N1CC(C1)C=1C=NC(=NC1)C1(CC1)C(F)(F)F 5-(Azetidin-3-yl)-2-[1-(trifluoro-methyl)cyclopropyl]pyrimidine